C1CCCN2CCC3C(=C12)N=C1C=CC=CC13 Octahydroindolo[2,3-a]Quinolizin